6-chloro-2-oxo-3,4-dihydroquinolin ClC=1C=C2CCC(NC2=CC1)=O